C(C)OC1=NC=2C(CCC(C2C=C1)NC(C=C)=O)OC1=CC=C(C=C1)C(F)(F)F N-[2-ethoxy-8-{4-(trifluoromethyl)phenoxy}-5,6,7,8-tetrahydroquinolin-5-yl]acrylamide